C(C)(=O)N1\C(\C(C2=CC=CC=C12)=O)=C/C1=NC2=CC=C(C=C2C=C1)CN(C(OC(C)(C)C)=O)C1CCS(CC1)(=O)=O tert-butyl (Z)-((2-((1-acetyl-3-oxoindolin-2-ylidene)methyl) quinolin-6-yl)methyl)(1,1-dioxidotetrahydro-2H-thiopyran-4-yl)carbamate